[O-]CCCC.[O-]CCCC.CC([O-])C.[Al+3] aluminum isopropoxide dibutoxide